CC=1C=2N(C=C(C1)N1C3=C(C(=C1C=1C=C(C=4N(C1)N=CN4)C)C(C)C)C(=C(S3)C3C[C@@H]4[C@@H](CNC4)C3)C)N=CN2 8-methyl-[1,2,4]triazolo[1,5-a]pyridin-6-yl-4-isopropyl-3-methyl-5-(8-methyl-[1,2,4]triazolo[1,5-a]pyridin-6-yl)-2-((3aR,6aS)-octahydrocyclopenta[c]pyrrol-5-yl)-6H-thieno[2,3-b]pyrrole